C(C)(C)(C)OC(N(C(CCC1=CC=CC=C1)=O)CC1=CC=CC=C1)=O benzyl-(3-phenylpropionyl)carbamic acid tert-butyl ester